CC(CC(=O)C1=C(C(=C(OCC=2C=NC(=NC2)C=2C(=C(C(=O)O)C=CC2)OC)C=C1)C)O)(C)C 3-(5-((4-(3,3-Dimethylbutanoyl)-3-hydroxy-2-methylphenoxy)methyl)pyrimidin-2-yl)-2-methoxybenzoic acid